CC1(OB(OC1(C)C)C1=CC=C(C=C1)C1=CC=C(C=C1)CN1CCN(CC1)CCOCCO)C 2-(2-(4-((4'-(4,4,5,5-tetramethyl-1,3,2-dioxaborolan-2-yl)-[1,1'-biphenyl]-4-yl)methyl)piperazin-1-yl)ethoxy)ethanol